NC1=C(C=CC=C1)NC(CCCCCCCCCCCCC)=O N-(2-aminophenyl)tetradecanamide